2,2'-dihydroxy-1,1'-binaphthol C1C=C2C=CC=CC2=C(C1(O)O)C3=C(C=CC4=CC=CC=C43)O